2'-O-fluorocytidine FO[C@H]1[C@@H](O[C@@H]([C@H]1O)CO)N1C(=O)N=C(N)C=C1